(S)-tert-butyl (2-methyl-2-(3-((1-oxo-1-((4-(3-(pyridin-4-yl)phenyl)thiazol-2-yl)amino)propan-2-yl)carbamoyl)phenyl)propyl)carbamate CC(CNC(OC(C)(C)C)=O)(C)C1=CC(=CC=C1)C(N[C@H](C(NC=1SC=C(N1)C1=CC(=CC=C1)C1=CC=NC=C1)=O)C)=O